ethyl 3-bromo-1-((2-(trimethylsilyl)ethoxy)methyl)-1H-pyrazole-4-carboxylate BrC1=NN(C=C1C(=O)OCC)COCC[Si](C)(C)C